4-(2-hexamethyleneiminoethyl)styrene N1(CCCCCC1)CCC1=CC=C(C=C)C=C1